2-(cyclobutylamino)-8-(4-(difluoromethoxy)phenyl)pyrido[4,3-d]pyrimidin-7(6H)-one C1(CCC1)NC=1N=CC=2C(N1)=C(C(NC2)=O)C2=CC=C(C=C2)OC(F)F